BrC=1C=C(C=C(C1C)Cl)S(=O)(=O)Cl 3-Bromo-5-chloro-4-methyl-benzenesulfonyl chloride